(1S,2R,3S)-Methyl 3-((tert-Butoxycarbonyl)amino)-4,4-difluoro-2-hydroxycyclopentanecarboxylate C(C)(C)(C)OC(=O)N[C@H]1[C@@H]([C@H](CC1(F)F)C(=O)OC)O